F[C@H]1CN(CC1)C1=CC=C(C=N1)C=1SC=2C(=NC=C(C2)N2CCC(CC2)NC2COC2)N1 (R)-1-(2-(6-(3-fluoropyrrolidin-1-yl)pyridin-3-yl)thiazolo[4,5-b]pyridin-6-yl)-N-(oxetan-3-yl)piperidin-4-amine